8-[(4,6-difluoroindolin-1-yl)methyl]-4-hydroxyimino-N,N-dimethyl-2-morpholino-chromene-6-carboxamide FC1=C2CCN(C2=CC(=C1)F)CC=1C=C(C=C2C(C=C(OC12)N1CCOCC1)=NO)C(=O)N(C)C